C(C)(C)(C)C=1SC(=CN1)C(=O)NCC1=C(C=C(C=C1)B1OC(C(O1)(C)C)(C)C)C 2-(tert-butyl)-N-(2-methyl-4-(4,4,5,5-tetramethyl-1,3,2-dioxaborolan-2-yl)benzyl)thiazole-5-carboxamide